(trans-3-(4-(7-bromoquinoxalin-2-yl)-3-cyclopropyl-1H-pyrazol-1-yl)cyclobutyl)methylamine BrC1=CC=C2N=CC(=NC2=C1)C=1C(=NN(C1)[C@@H]1C[C@H](C1)CN)C1CC1